COC1=C(C(=CC=C1)OC)S(=O)(=O)NC1=NOC2=C1C(=CC(=C2)C2=C(C=CC=C2)C=2CN(CC2)C(=O)OC(C)(C)C)OC tert-butyl 3-(2-(3-((2,6-dimethoxyphenyl) sulfonamido)-4-methoxy benzo[d]isoxazol-6-yl)phenyl)-2,5-dihydro-1H-pyrrole-1-carboxylate